C(C)(=O)N1CCN(CC1)CC(=O)NCC#CC=1C=NC(=C(C1)OC(C)C1=C(C(=CC=C1Cl)F)Cl)N 2-(4-acetyl-piperazin-1-yl)-N-(3-{6-amino-5-[1-(2,6-dichloro-3-fluoro-phenyl)-ethoxy]-pyridin-3-yl}-prop-2-ynyl)-acetamide